5-(2-Methyl-1,3-oxazol-5-yl)-2-{5-[methyl(piperidin-4-yl)amino][1,3]thiazolo[5,4-d][1,3]thiazol-2-yl}pyridin-3-ol Hydrochlorid Cl.CC=1OC(=CN1)C=1C=C(C(=NC1)C=1SC=2N=C(SC2N1)N(C1CCNCC1)C)O